N1C(=CC2=CC=CC=C12)C(=O)N1C2C=3C=NNC3CC1CC2 11-(1H-indole-2-carbonyl)-4,5,11-triazatricyclo[6.2.1.02,6]undeca-2(6),3-diene